6'-(((1S,3S)-3-(Oxazolo[5,4-b]pyridin-2-ylamino)cyclopentyl)amino)-2-oxo-2H-[1,3'-bipyridine]-5-carbonitrile N1=C(OC2=NC=CC=C21)N[C@@H]2C[C@H](CC2)NC2=CC=C(C=N2)N2C(C=CC(=C2)C#N)=O